ClC=1C(=NC=CC1)CN1CC=C2N1CC[C@H](C(N2C)=O)C2=NC(=NN2)C(=O)NC2CC2 1-[(3-chloro-2-pyridyl)methyl]-N-(6S)-2-cyclopropyl-4-methyl-5-oxo-7,8-dihydro-6H-pyrazolo[1,5-a][1,3]diazepin-6-yl-1,2,4-triazole-3-carboxamide